4-(2-Amino-2-methylpropanoyl)-N-(1-(4-(((trans-4-aminocyclohexyl)amino)methyl)-3-fluorophenyl)-2-oxo-1,2-dihydropyrimidin-4-yl)piperazine-1-carboxamide hydrochloride salt Cl.NC(C(=O)N1CCN(CC1)C(=O)NC1=NC(N(C=C1)C1=CC(=C(C=C1)CN[C@@H]1CC[C@H](CC1)N)F)=O)(C)C